FC1=CC=C(OC=2C=CC(=NC2)N)C=C1 5-(4-fluorophenoxy)pyridin-2-amine